C(C)(=O)OC1(C(C2C(CCC(C2(C2(C1(OC(CC2=O)(C=C)C)C)O)C)O)(C)C)O)O dodecahydro-5,6,10,10b-tetrahydroxy-3,4a,7,7,10a-pentamethyl-1-oxo-3-vinyl-1H-naphtho[2,1-b]pyran-5-yl acetat